O1CCC2=C1C=C(C=C2)[C@@H](C)N2CCN(CC2)C2=CC=C(C=N2)S(=O)(=NC)C (6-(4-((R)-1-(2,3-dihydrobenzofuran-6-yl)ethyl)piperazin-1-yl)pyridin-3-yl)(methyl)(methylimino)-λ6-sulfanone